tert-butyl 4-((9-isopropylisoxazolo[5,4-h]quinazolin-2-yl)amino)piperidine-1-carboxylate C(C)(C)C1=NOC2=CC=C3C=NC(=NC3=C21)NC2CCN(CC2)C(=O)OC(C)(C)C